CC=1C=CC(=NC1)C1=NN(C=C1NC(=O)C=1C=NN2C1N=CC=C2)C2CCC(CC2)C(=O)OC methyl 4-[3-(5-methyl-2-pyridyl)-4-(pyrazolo[1,5-a]pyrimidine-3-carbonylamino)pyrazol-1-yl]cyclohexanecarboxylate